C(C1=CC=CC=C1)N1S(C2=C(C3=C1C=C(C(=C3)OC)OC)C=C(C(=C2)OC)OC)(=O)=O 6-benzyl-2,3,8,9-tetramethoxy-6H-dibenzo[c,e][1,2]thiazine 5,5-dioxide